FC=1C=C(C=CC1C=1C=NC(=CC1)C=1N=NN(N1)C1CC1)N1C(O[C@@H](C1)C(C(F)F)O)=O (S)-3-(3-fluoro-4-(6-(2-cyclopropyl-2H-tetrazol-5-yl)pyridin-3-yl)phenyl)-5-(1-hydroxy-2,2-difluoroethyl)oxazolidin-2-one